N1N=NN=C1C=1C=C(C=CC1)C1=NC(NC2=C3C(=CC=C12)C=CC=C3)=O 4-[3-(1H-tetrazol-5-yl)phenyl]-1H-benzo[H]quinazolin-2-one